Ethyl 5-(2-((tert-butyldimethylsilyl) oxy)-3-methoxyphenyl)-3-oxopentanoate [Si](C)(C)(C(C)(C)C)OC1=C(C=CC=C1OC)CCC(CC(=O)OCC)=O